BrC=1C(=C(C=C(C1)F)C1=CC=CC=C1)OCOC bromo-5-fluoro-2-(methoxymethoxy)-[1,1'-biphenyl]